S(=O)(=O)(C1=CC=C(C)C=C1)N\N=C/[C@H]1N(CCOC1)C(=O)OC(C)(C)C tert-butyl (R,Z)-3-((2-tosylhydrazineylidene)methyl)morpholine-4-carboxylate